C(C1=CC=CC=C1)OC1=NC(=CC=C1C1=CC=C(C=C1)N1[C@@H](CN(CC1)C(=O)OC(C)(C)C)C)OCC1=CC=CC=C1 tert-butyl (R)-4-(4-(2,6-bis(benzyloxy)pyridin-3-yl)phenyl)-3-methylpiperazine-1-carboxylate